(3,5-bis(trifluoromethyl)phenyl)-3-(2-hydroxyethyl)thiourea FC(C=1C=C(C=C(C1)C(F)(F)F)NC(=S)NCCO)(F)F